N-[(1S)-2-amino-1-[(3-fluorophenyl)methyl]ethyl]-5-chloro-4-(4-chloro-1-methyl-1H-pyrazol-5-yl)-2-thiophenecarboxamide NC[C@H](CC1=CC(=CC=C1)F)NC(=O)C=1SC(=C(C1)C1=C(C=NN1C)Cl)Cl